CNC1CCC12OCC1(CC1)C1=C2SC=C1 N-methyl-5'H-dispiro[cyclobutane-1,7'-thieno[2,3-c]pyran-4',1''-cyclopropane]-2-amine